ClC=1C=C(C=C2C=CC=NC12)F 8-chloro-6-fluoroquinoline